CC1(OB(OC1(C)C)C1=CC=2N(C=C1)C=NN2)C 7-(4,4,5,5-tetramethyl-1,3,2-dioxaborolan-2-yl)-[1,2,4]triazolo[4,3-a]pyridine